[Na+].[N+](=O)([O-])C=1C=C(C=C(C(=O)[O-])C1)C(=O)O 5-nitroisophthalic acid monosodium salt